C(C)OC(CC(CC=C)C(C)(C)C)=O 3-(1,1-dimethylethyl)-5-hexenoic acid ethyl ester